CC(CCS(=O)(=O)C1=CC=C(C=C1)C1=CC=C(C=C1)C(C)(C)NC(=O)NC1(CN2CCC1CC2)CC)(C)C 1-(2-(4'-((3,3-dimethylbutyl)sulfonyl)-[1,1'-biphenyl]-4-yl)propan-2-yl)-3-(3-ethylquinuclidin-3-yl)urea